N-((3-fluoro-2,6-diisopropylphenyl)carbamoyl)-4-hydroxy-5,6,7,8-tetrahydro-4H-cyclohepta[b]furan-2-sulfonamide FC=1C(=C(C(=CC1)C(C)C)NC(=O)NS(=O)(=O)C1=CC2=C(O1)CCCCC2O)C(C)C